5-(4-bromo-phenyl)-5,5-difluoro-pentanoic acid BrC1=CC=C(C=C1)C(CCCC(=O)O)(F)F